4-(2-azidoethylamino)-4-oxobutanoic acid N(=[N+]=[N-])CCNC(CCC(=O)O)=O